2-[3-chloro-2-(methoxymethyl)phenyl]-2,2-difluoro-acetic acid ClC=1C(=C(C=CC1)C(C(=O)O)(F)F)COC